benzyl ((S)-(4,4-difluorocyclohexyl)(2-(((3R,5S)-2-oxo-5-(trifluoromethyl)pyrrolidin-3-yl)methyl)-3-(tetrahydro-2H-pyran-4-yl)imidazo[1,2-b][1,2,4]triazin-6-yl)methyl)carbamate FC1(CCC(CC1)[C@@H](C=1N=C2N(N=C(C(=N2)C2CCOCC2)C[C@@H]2C(N[C@@H](C2)C(F)(F)F)=O)C1)NC(OCC1=CC=CC=C1)=O)F